FC1=C(C=C(C(=C1)C)C1=CC(=NC(=C1)N1CCOCC1)OCCO)NC(=O)N1C\C(\CC1)=C(/C(F)(F)F)\C (3Z)-N-[2-fluoro-5-[2-(2-hydroxyethoxy)-6-(morpholin-4-yl)pyridin-4-yl]-4-methylphenyl]-3-(1,1,1-trifluoropropan-2-ylidene)pyrrolidine-1-carboxamide